(2S,4R)-1-(3-ethoxybenzoyl)-4-hydroxy-N-((5-phenyl-1,2,4-oxadiazol-3-yl)methyl)pyrrolidine-2-carboxamide C(C)OC=1C=C(C(=O)N2[C@@H](C[C@H](C2)O)C(=O)NCC2=NOC(=N2)C2=CC=CC=C2)C=CC1